NC1=NC2=CC=CC=C2C(=C1)[C@@H](C)NC(=O)C=1C=C(C=CC1C)NC(=O)[C@@H]1NCCCC1 |o1:11| (R)-N-(3-(((R*)-1-(2-aminoquinolin-4-yl)ethyl)carbamoyl)-4-methylphenyl)piperidine-2-carboxamide